CC(=CCP(C)C)C=C(C)C.[Ti] titanium 2,4-dimethyl-pentadienyl-trimethylphosphine